C(C)(C)(C)N1[Si](OCC1)(OC)C1CCCC1 3-tert-Butyl-2-cyclopentyl-2-methoxy-[1,3,2]oxazasilolidine